FC1=CC=C(C=C1)C(=O)N1[C@@H](C=2N(CC1)C(=NN2)C2=NC(=NS2)OC)C (R)-(4-fluorophenyl)(3-(3-methoxy-1,2,4-thiadiazol-5-yl)-8-methanyl-5,6-dihydro-[1,2,4]triazolo[4,3-a]pyrazin-7(8H)-yl)methanone